4-((3R,4S)-4-((5,7-dimethyl-1H-indol-4-yl)methyl)-1-methylpyrrolidin-3-yl)benzoic acid CC=1C(=C2C=CNC2=C(C1)C)C[C@H]1[C@@H](CN(C1)C)C1=CC=C(C(=O)O)C=C1